C(C)(=O)OI1(OC(C2=C1C=CC=C2)=O)(OC(C)=O)OC(C)=O (1,1-diacetoxy-3-oxo-1lambda5,2-benziodoxol-1-yl) acetate